4-(3-(imidazo[1,2-a]pyridin-3-yl)piperidin-1-yl)-5,6,7,8-tetrahydropyrido[2,3-d]pyrimidine N=1C=C(N2C1C=CC=C2)C2CN(CCC2)C=2C1=C(N=CN2)NCCC1